2-(6-(azetidin-3-yl)pyridazin-3-yl)-5-(2,7-dimethyl-2H-indazol-5-yl)phenol hydrochloride Cl.N1CC(C1)C1=CC=C(N=N1)C1=C(C=C(C=C1)C1=CC2=CN(N=C2C(=C1)C)C)O